2-(4,4-difluorocyclohexane-1-yl)-6-methylpyrimidin-4-amine FC1(CCC(CC1)C1=NC(=CC(=N1)N)C)F